C[C@@]1([C@H]2C[C@H]3[C@@H](C(=O)C(=C([C@]3(C(=O)C2=C(C4=C1C=CC=C4O)O)O)O)C(=O)NCN5CCCC5)N(C)C)O The molecule is a derivative of tetracycline in which the amide function is substituted with a pyrrolidinomethyl group. It has a role as an antibacterial drug, a protein synthesis inhibitor, an antiprotozoal drug and a prodrug. It is a member of tetracyclines and a tertiary alpha-hydroxy ketone.